C(C)P(=O)=CC 1-ethylphosphonoylethane